5-[(4R,10bS)-8-[3-amino-3-(hydroxymethyl)pyrrolidin-1-yl]-4-methyl-3,4,6,10b-tetrahydro-1H-pyrazino[2,1-a]isoindol-2-yl]quinoline-8-carbonitrile NC1(CN(CC1)C=1C=C2CN3[C@@H](C2=CC1)CN(C[C@H]3C)C3=C1C=CC=NC1=C(C=C3)C#N)CO